3-(methylsulfonyl)aniline CS(=O)(=O)C=1C=C(N)C=CC1